O[C@@H](C)C=1N(C=CN1)CC1=NOC(=C1)C1=CC=C(C=C1)C#CC1=CC=C(CN2CC(C2)C#N)C=C1 (S)-1-(4-((4-(3-((2-(1-hydroxyethyl)-1H-imidazol-1-yl)methyl)isoxazol-5-yl)phenyl)ethynyl)benzyl)azetidine-3-carbonitrile